pyridin-2-yl-piperidine-4-carboxylic acid methyl ester COC(=O)C1CCN(CC1)C1=NC=CC=C1